CC1N(CCNC1)C(C)O 2-methyl-piperazino-ethanol